5-(Difluoromethyl)isoindoline FC(C=1C=C2CNCC2=CC1)F